BrC1=C(N)C=CC(=C1)C(F)(F)F 2-bromo-4-(trifluoromethyl)-aniline